4-[(2-aminoethyl)amino]-2-(2,6-dioxo-3-piperidinyl)-1H-isoindole-1,3(2H)-dione NCCNC1=C2C(N(C(C2=CC=C1)=O)C1C(NC(CC1)=O)=O)=O